tertiary butyl-2,5-xylenol C(C)(C)(C)C1=C(C(=CC(=C1)C)O)C